(S)-1-(5-bromo-1H-pyrrole-2-carbonyl)-N-(3-cyano-4-fluorophenyl)pyrrolidine-3-carboxamide BrC1=CC=C(N1)C(=O)N1C[C@H](CC1)C(=O)NC1=CC(=C(C=C1)F)C#N